[Cu+].C(C)(C)NC(N(C)C)=NC(C)C N',N''-diisopropyl-N,N-dimethyl-guanidine copper (I)